5-bromo-7-methylisobenzofuran-1(3H)-one BrC=1C=C2COC(C2=C(C1)C)=O